1,4-dihexyl-2,5-dibromobenzene C(CCCCC)C1=C(C=C(C(=C1)Br)CCCCCC)Br